BrC1=CC=C(C=C1)C(NC(=O)C=1C(NC(=CC1)C(F)(F)F)=O)C1=CC=C(C=C1)Br N-(bis(4-bromophenyl)methyl)-2-oxo-6-(trifluoromethyl)-1,2-dihydropyridine-3-carboxamide